BrC1=C(N)C(=CC(=C1)C=1[Se]C2=C(N1)C=C(C=C2)F)C 2-bromo-4-(5-fluorobenzselenazol-2-yl)-6-methylaniline